N1(CCCC1)CCCCNC(N)=O 3-[4-(pyrrolidin-1-yl)butyl]urea